O[C@@H]1CC[C@H](CC1)C(=O)N(C1=CC(=CC=C1)N1CC(CC1)COC)C[C@@H]1CC[C@H](CC1)C1=CC(=C(C=C1)OC)C trans-4-Hydroxy-N-((trans-4-(4-methoxy-3-methylphenyl)cyclohexyl)methyl)-N-(3-(3-(methoxymethyl)pyrrolidin-1-yl)phenyl)cyclohexanecarboxamide